hydroxy-5,6,7,3'-tetramethoxyflavone OC1=C(OC2=CC(=C(C(=C2C1=O)OC)OC)OC)C1=CC(=CC=C1)OC